NC1=NC=NC2=C1C1=C(CCCN3C1=CC=1C=CC(=CC31)C(=O)NCC3CC3)N2C(C)C 1-amino-N-(cyclopropylmethyl)-5-isopropyl-5,6,7,8-tetrahydropyrimido[5'',4'':4',5']pyrrolo[3',2':3,4]azepino[1,2-a]indole-11-carboxamide